C(C1=CC=CC=C1)OC1=NC(=CC=C1C1=CC=C(C=C1)C1CC(C1)CO)OCC1=CC=CC=C1 (3-(4-(2,6-bis(benzyloxy)pyridin-3-yl)phenyl)cyclobutyl)methanol